(3aR,6aS)-5-((6-methoxypyridin-3-yl)methylene)-hexahydropyridin COC1=CC=C(C=N1)C=C1CCCNC1